O=C1N(C(CC1)=O)C(COCCOCCOCCOCCCC(=O)[O-])N=[N+]=[N-] 2,5-dioxopyrrolidin-1-yl-1-azido-3,6,9,12-tetraoxapentadecane-15-carboxylate